ClC1=C2C=C(N(C2=CC(=C1Cl)OCC1CNC(O1)=O)C)C(=O)NC1(COCC1)C1=CC=C(C(=O)OCC)C=C1 2-(±)-Ethyl 4-[3-[[4,5-dichloro-1-methyl-6-[(2-oxooxazolidin-5-yl)methoxy]indole-2-carbonyl] amino]tetrahydrofuran-3-yl]benzoate